((2-(5,7-difluoro-2-(4-fluorophenyl)-1H-indol-3-yl)ethyl)amino)propan-2-ol FC=1C=C2C(=C(NC2=C(C1)F)C1=CC=C(C=C1)F)CCNCC(C)O